ClC=1C(=NC(=NC1)NC1CCOCC1)C1=CC=C2CN(C(C2=C1)=O)CC(=O)NC(C)C1=CC(=C(C=C1)F)OC 2-(6-{5-chloro-2-[(oxacyclohex-4-yl)amino]pyrimidin-4-yl}-1-oxo-2,3-dihydro-1H-isoindol-2-yl)-N-[1-(4-fluoro-3-methoxyphenyl)ethyl]acetamide